FC(C(=O)O)(F)F.N1(CCNCC1)C=O (piperazin-1-yl)methanone 2,2,2-trifluoroacetate